2,5-dioxopyrrolidin-1-yl 2-fluoro-4-(4,4,5,5-tetramethyl-1,3,2-dioxaborolan-2-yl)benzoate FC1=C(C(=O)ON2C(CCC2=O)=O)C=CC(=C1)B1OC(C(O1)(C)C)(C)C